C1(=CC=CC=C1)[C@H](C)N1[C@H]2[C@@H]3C[C@@H]3[C@@H]([C@@H]1C(=O)OC)C2 Methyl (1S,2S,4R,5R,7R)-6-((S)-1-phenylethyl)-6-azatricyclo[3.2.1.02,4]octane-7-carboxylate